2-((5-nitropyridin-2-yl)dithio)ethanamine hydrochloride Cl.[N+](=O)([O-])C=1C=CC(=NC1)SSCCN